2,6-dimethyl-1H,5H-[1,4]Dithiino[2,3-c:5,6-c']Dipyrrole-1,3,5,7(2h,6h)-tetraone CN1C(C2=C(C1=O)SC=1C(N(C(C1S2)=O)C)=O)=O